O=S1(CCN(CC1)C1=NC=C(C=C1C(=O)NC1=CC(=CC=C1)S(N)(=O)=O)C(F)(F)F)=O 2-(1,1-dioxo-1,4-thiazinan-4-yl)-N-(3-sulfamoylphenyl)-5-(trifluoromethyl)pyridine-3-carboxamide